BrC1=C2C(=CN=C1)N(C=C2)S(=O)(=O)C2=CC=C(C)C=C2 4-bromo-1-tosyl-1H-pyrrolo[2,3-c]Pyridine